3-(4-(4-(1h-benzotriazole-1-yl)butyl)piperazine-1-yl)benzisothiazole hydrochloride Cl.N1(N=NC2=C1C=CC=C2)CCCCN2CCN(CC2)C2=NSC1=C2C=CC=C1